2-(4,4-difluoro-1-piperidyl)-4-ethynyl-6-methyl-pyrimidine FC1(CCN(CC1)C1=NC(=CC(=N1)C#C)C)F